2-hydroxy-5-[[2-(4-methyl-2-oxochromen-7-yl)oxyacetyl]amino]benzoic acid OC1=C(C(=O)O)C=C(C=C1)NC(COC1=CC=C2C(=CC(OC2=C1)=O)C)=O